OCCCNC1=C(C=C(C=C1)O)[N+](=O)[O-] 4-[(3-Hydroxypropyl)amino]-3-nitrophenol